iso-decyl pyromellitate C(C=1C(C(=O)[O-])=CC(C(=O)[O-])=C(C(=O)[O-])C1)(=O)OCCCCCCCC(C)C